3-methylisoxazolo[4,5-c]quinolin-4(5H)-one CC1=NOC2=C1C(NC=1C=CC=CC21)=O